methyl-ethyl-3-heptanone CC(CC(CCCC)=O)CC